2-(6-(3,4-Dimethylphenyl)-2-azaspiro[3.3]heptane-2-carbonyl)-7-oxa-5-azaspiro[3.4]octan-6-one CC=1C=C(C=CC1C)C1CC2(CN(C2)C(=O)C2CC3(C2)NC(OC3)=O)C1